3-FLUORO-5-ISOPROPOXYPHENYLBORONIC ACID FC=1C=C(C=C(C1)OC(C)C)B(O)O